((R)-8-(quinolin-3-ylsulfonyl)-1-oxa-8-azaspiro[4.5]decan-3-yl)carbamate N1=CC(=CC2=CC=CC=C12)S(=O)(=O)N1CCC2(C[C@H](CO2)NC([O-])=O)CC1